CN(C1=C2C=CC=C(C2=CC=C1)C(=O)Cl)C 5-dimethylamino-1-naphthaloyl chloride